(cis)-4-((7-morpholinoquinoxalin-5-yl)oxy)cyclohexylamine O1CCN(CC1)C1=CC(=C2N=CC=NC2=C1)O[C@H]1CC[C@H](CC1)N